1-(5-((4-(cyclohexylmethyl)piperazin-1-yl)methyl)benzo[d]isoxazol-3-yl)dihydropyrimidine-2,4(1H,3H)-dione C1(CCCCC1)CN1CCN(CC1)CC=1C=CC2=C(C(=NO2)N2C(NC(CC2)=O)=O)C1